tert-butyl ((1S,3S)-3-(3-(6-morpholino-1H-benzo[d]imidazol-2-yl)-1H-indazole-5-carboxamido)cyclopentyl)carbamate O1CCN(CC1)C=1C=CC2=C(NC(=N2)C2=NNC3=CC=C(C=C23)C(=O)N[C@@H]2C[C@H](CC2)NC(OC(C)(C)C)=O)C1